NC1CCC(CC1)NC(=O)OC(C)(C)C 2-methylpropan-2-yl {[(1r,4r)-4-aminocyclohexyl]amino}methanoate